4-(4-(4-(2-(2-Aminopyridin-3-yl)-5-(4-cyanophenyl)-3H-imidazo[4,5-b]pyridin-3-yl)benzyl)piperazin-1-yl)pyrimidine-2-carbonitrile NC1=NC=CC=C1C1=NC=2C(=NC(=CC2)C2=CC=C(C=C2)C#N)N1C1=CC=C(CN2CCN(CC2)C2=NC(=NC=C2)C#N)C=C1